butyl 3-formylpiperidine-1-carboxylate C(=O)C1CN(CCC1)C(=O)OCCCC